C(C)(CC)O[Si](C)(C)OC(C)CC di-sec-butoxy(dimethyl)silane